2-(4-(prop-2-yn-1-yl)piperazin-1-yl)acetic acid C(C#C)N1CCN(CC1)CC(=O)O